P(=O)(OCC1=CC=CC=C1)(OCC1=CC=CC=C1)OC(CO[Si](C)(C)C(C)(C)C)C Dibenzyl (1-((tert-butyldimethylsilyl)oxy)propan-2-yl) Phosphate